NCCOCCCCCCOCCCCN 1,14-diamino-3,10-dioxatetradecane